ClC1=CC=C(S1)CNC1=CC(=NN1C(C1=C(C=CC=C1)OC)=O)C1(NCCC1)C N-[(5-Chlorothiophen-2-yl)methyl]-1-(2-methoxybenzoyl)-3-(2-methylpyrrolidin-2-yl)-1H-pyrazol-5-amin